C(C1=CC=CC=C1)N(CC(O)C=1C=NN(C1)CC1=CC=CC=C1)CCO 2-(benzyl(2-hydroxyethyl)amino)-1-(1-benzyl-1H-pyrazol-4-yl)ethan-1-ol